N-[N-[(L)-1-carboxy-2-phenylethyl]-L-phenylalanyl]-(R)-alanine C(=O)(O)[C@H](CC1=CC=CC=C1)N[C@@H](CC1=CC=CC=C1)C(=O)N[C@H](C)C(=O)O